NC(C(C)(C)N1N=NC(=C1)C(=O)NCC1=NOC(=C1)C1=CC=CC=C1)=O 1-(1-amino-2-methyl-1-oxopropan-2-yl)-N-((5-phenylisoxazol-3-yl)methyl)-1H-1,2,3-triazole-4-carboxamide